2,4,6-trimethyl-cyclotrisiloxane C[SiH]1O[SiH](O[SiH](O1)C)C